N-(8-(methylamino)-5-((3-methylbenzo[d]isoxazol-6-yl)ethynyl)-2,7-naphthyridin-3-yl)cyclopropanecarboxamide CNC=1N=CC(=C2C=C(N=CC12)NC(=O)C1CC1)C#CC1=CC2=C(C(=NO2)C)C=C1